C(CCCCCCCCCCCCCCCCCCCCCCCC)[SiH2]O[SiH2]O[SiH2]O[SiH2]O[SiH2]O[SiH2]O[SiH2]O[SiH2]O[SiH2]O[SiH2]O[SiH2]O[SiH3] pentacosyl-dodecasiloxane